ClC=1C(=CC(=C(C1)NC(=O)[C@@H]1[C@H]2[C@@H](C(N1C1=NC(=CC(=C1)C(F)(F)F)C)=O)OC(O2)(C)C)F)F (3aS,4S,6aS)-N-(5-chloro-2,4-difluorophenyl)-2,2-dimethyl-5-(6-methyl-4-(trifluoromethyl)pyridin-2-yl)-6-oxotetrahydro-4H-[1,3]dioxolo[4,5-c]pyrrole-4-carboxamide